6-Chloro-N-[1-[(4-methoxyphenyl)methyl]-5-(5-methyl-1H-benzimidazol-2-yl)pyrazol-3-yl]pyridine-3-carboxamide ClC1=CC=C(C=N1)C(=O)NC1=NN(C(=C1)C1=NC2=C(N1)C=CC(=C2)C)CC2=CC=C(C=C2)OC